[Cl-].[Rb+] rubidium chloride